(3R,4S)-1-[6-[1-(3-cyano-1-bicyclo[1.1.1]pentanyl)pyrazol-4-yl]-3-fluoropyrazolo[1,5-a]pyrazin-4-yl]-3-cyclopropyl-4-methyl-2-oxopyrrolidine-3-carbonitrile C(#N)C12CC(C1)(C2)N2N=CC(=C2)C=2N=C(C=1N(C2)N=CC1F)N1C([C@]([C@@H](C1)C)(C#N)C1CC1)=O